C1(=CC=CC=C1)C1=NC=CC=C1N Phenylpyridine-3-amine